O1[C@@H](CC1)COC(=O)C=1C=CC2=C(NC=N2)C1.NC1=C(C(=C(C(=C1F)F)C1=C(C(=C(C(=C1F)F)N)F)F)F)F 4,4'-diaminooctafluorobiphenyl (((S)-oxetan-2-yl)methyl)-1H-Benzo[d]imidazole-6-carboxylate